(S)-Glutamine N[C@@H](CCC(N)=O)C(=O)O